2-(difluoromethyl)-1H-indole-5-carbonitrile FC(C=1NC2=CC=C(C=C2C1)C#N)F